tert-butyl N-[3,3-difluoro-1-[4-(4,4,5,5-tetramethyl-1,3,2-dioxaborolan-2-yl)phenyl]cyclobutyl]carbamate FC1(CC(C1)(C1=CC=C(C=C1)B1OC(C(O1)(C)C)(C)C)NC(OC(C)(C)C)=O)F